N1=CC=CC2=CC=CC(=C12)NS(=O)(=O)C1=NN=CN1 N-(quinolin-8-yl)-4H-1,2,4-triazole-3-sulfonamide